ClC=1C=CC2=C(N(C=NC2=O)C)N1 7-chloro-1-methylpyrido[2,3-d]pyrimidin-4(1H)-one